ClC=1N=NC=CC1C1=C2N=CNC2=NC=N1 6-(3-chloropyridazin-4-yl)-9H-purine